4-(difluoromethyl)pyridine-2,3-diamine FC(C1=C(C(=NC=C1)N)N)F